6-CHLORONICOTINALDEHYDE ClC1=NC=C(C=O)C=C1